C(C1=CC=CC=C1)C1=CN=C(S1)C1=CC=C(C=C1)NC(OC1=CC=CC=C1)=O phenyl (4-(5-benzylthiazol-2-yl)phenyl)carbamate